8-(5-(((5-fluoro-2,3-dihydrobenzofuran-4-yl)methyl)amino)-[1,2,4]triazolo[4,3-c]pyrimidin-8-yl)-5-methylimidazo[1,2-a]pyridine-3-carboxamide FC=1C=CC2=C(CCO2)C1CNC1=NC=C(C=2N1C=NN2)C=2C=1N(C(=CC2)C)C(=CN1)C(=O)N